N-[(5-methylfuran-2-yl)methyl]-3-{[6-(pyridin-2-yl)pyridazin-3-yl]amino}benzamide CC1=CC=C(O1)CNC(C1=CC(=CC=C1)NC=1N=NC(=CC1)C1=NC=CC=C1)=O